1-Oxazol-5-ylmethyl-3-[4-(toluene-3-sulfonyl)-phenyl]-urea O1C=NC=C1CNC(=O)NC1=CC=C(C=C1)S(=O)(=O)C=1C=C(C)C=CC1